N-((5-chloro-8-hydroxyquinolin-7-yl)(phenyl)methyl)butyramide ClC1=C2C=CC=NC2=C(C(=C1)C(NC(CCC)=O)C1=CC=CC=C1)O